N-((4-((4-methylpiperazin-1-yl)methyl)-3-(trifluoromethyl)phenyl)carbamoyl)indoline-6-carboxamide CN1CCN(CC1)CC1=C(C=C(C=C1)NC(=O)NC(=O)C1=CC=C2CCNC2=C1)C(F)(F)F